4-(4-hydroxyphenylthio)-4'-phenylsulfinylbenzophenone OC1=CC=C(C=C1)SC1=CC=C(C(=O)C2=CC=C(C=C2)S(=O)C2=CC=CC=C2)C=C1